ethyl 1-(3-(4-hydroxyphenyl)-6-(3-methoxypropyl)pyrazin-2-yl)piperidine-4-carboxylate OC1=CC=C(C=C1)C=1C(=NC(=CN1)CCCOC)N1CCC(CC1)C(=O)OCC